1-[3-(3-fluoro-4-{[8-isopropoxy-7-(1H-pyrazol-4-yl)-[1,2,4]triazolo[1,5-c]pyrimidin-2-yl]amino}benzenesulfonyl)phenyl]piperidine-4-carbaldehyde FC=1C=C(C=CC1NC1=NN2C=NC(=C(C2=N1)OC(C)C)C=1C=NNC1)S(=O)(=O)C=1C=C(C=CC1)N1CCC(CC1)C=O